N,N-diethyl-7-(4,4,5,5-tetramethyl-1,3,2-dioxaborolan-2-yl)quinoxalin-2-amine C(C)N(C1=NC2=CC(=CC=C2N=C1)B1OC(C(O1)(C)C)(C)C)CC